COCCN1C=NC2=CC=C(C=C2C1=O)[N+](=O)[O-] 3-(2-methoxyethyl)-6-nitroquinazolin-4(3H)-one